O1C=2C(=CC1O)C=CC2 2H-cyclopenta[b]furan-2-ol